2-[2-(methacryloyloxy)ethoxy]ethyl isocyanate C(C(=C)C)(=O)OCCOCCN=C=O